C1(CCCCC1)[NH3+].S(=O)(=O)(C1=CC=CC=2C(N(C)C)=CC=CC12)N[C@@H](C)C(=O)[O-] dansyl-L-alanine cyclohexylammonium salt